C(C=C)(=O)OF fluoro acrylate